CN(C1=CC=C(CCNC(C2=C(C=CC(=C2)F)C(=O)N2CCC(CC2)OC2=NC=C(C=C2)C2=CC=C(C=C2)N2CCN(CC2)C)=O)C=C1)C N-(4-(dimethylamino)phenethyl)-5-fluoro-2-(4-((5-(4-(4-methylpiperazin-1-yl)phenyl)pyridin-2-yl)oxy)piperidine-1-carbonyl)benzamide